5-(2-aminoethoxy)-N-[4-(isopropylsulfonyl)benzyl]-6-methyl-2-oxo-1-[3-(trifluoromethyl)phenyl]-1,2-dihydropyridine-3-carboxamide NCCOC=1C=C(C(N(C1C)C1=CC(=CC=C1)C(F)(F)F)=O)C(=O)NCC1=CC=C(C=C1)S(=O)(=O)C(C)C